2-[(2S)-2-aminopropyl]-5-chloro-3-methyl-N-[(thiophen-2-yl)methyl]thieno[3,2-b]pyridin-7-amine N[C@H](CC1=C(C2=NC(=CC(=C2S1)NCC=1SC=CC1)Cl)C)C